(((((2S,4R,5R)-5-(4-(adamantan-1-ylamino)-6-chloro-1H-pyrazolo[3,4-d]pyrimidin-1-yl)-4-hydroxy-3-methylenetetrahydrofuran-2-yl)methoxy)(hydroxy)phosphoryl)methyl)phosphonic acid C12(CC3CC(CC(C1)C3)C2)NC2=C3C(=NC(=N2)Cl)N(N=C3)[C@H]3[C@@H](C([C@H](O3)COP(=O)(O)CP(O)(O)=O)=C)O